tert-butyl(4-(4-(1-((2,4-diaminopyrimidin-5-yl)methyl)indolin-5-yl)benzamido)butyl)carbamate C(C)(C)(C)OC(NCCCCNC(C1=CC=C(C=C1)C=1C=C2CCN(C2=CC1)CC=1C(=NC(=NC1)N)N)=O)=O